(2s,3r)-2-amino-3-hydroxy-3-(4-methylsulfonylphenyl)propionitrile N[C@@H](C#N)[C@@H](C1=CC=C(C=C1)S(=O)(=O)C)O